1-(3-fluoro-4-((4-(2-fluoro-5-((4-oxo-3,4-dihydrophthalazin-1-yl)methyl)benzoyl)piperazin-1-yl)methyl)phenyl)dihydropyrimidine-2,4(1H,3H)-dione FC=1C=C(C=CC1CN1CCN(CC1)C(C1=C(C=CC(=C1)CC1=NNC(C2=CC=CC=C12)=O)F)=O)N1C(NC(CC1)=O)=O